C(CCC)N=CC1=C(C(=CC(=C1)F)C)O 2-(butylimino)methyl-4-fluoro-6-methylphenol